FC(C(=O)O)(F)F.C1(CC1)NC=1C2=C(N=C(C1)NC1=C(C=C(C=C1)S(=O)(=O)N1CCC(CC1)N1CCOCC1)OC)NC=C2C(F)(F)F N4-cyclopropyl-N6-(2-methoxy-4-((4-morpholinopiperidin-1-yl)sulfonyl)phenyl)-3-(trifluoromethyl)-1H-pyrrolo[2,3-b]pyridine-4,6-diamine 2,2,2-trifluoroacetate